dithiobenzoic acid disulfide C(C1=CC=CC=C1)(=S(=S)=S)S